(S)-dimethyl (3-methyl-2-oxo-6-phenylhexyl)phosphonate C[C@H](C(CP(OC)(OC)=O)=O)CCCC1=CC=CC=C1